3-((4'-chloro-4,4-dimethyl-3,4,5,6-tetrahydro-[1,1'-biphenyl]-2-yl)methyl)-2,3,4,4a,5,6-hexahydro-1H-benzo[b]pyrazine ClC1=CC=C(C=C1)C1=C(CC(CC1)(C)C)CC1NC2C(NC1)=CCCC2